17-((R)-but-3-en-2-yl)-10,13-dimethyl-3-oxohexadecahydro-1H-cyclopenta[a]phenanthren-7-yl acetate C(C)(=O)OC1CC2CC(CCC2(C2CCC3(C(CCC3C12)[C@H](C)C=C)C)C)=O